ClC=1C=C(C=CC1F)[C@@H]1CN2[C@H](CO1)CNCC2 (3R,9aS)-3-(3-chloro-4-fluorophenyl)octahydropyrazino[2,1-c][1,4]oxazine